CN(C=1C=C(C=CC1C(F)(F)F)C1CCC2(CN(C2)C(=O)C2CC(C2)(C)O)CC1)C (7-(3-(dimethylamino)-4-(trifluoromethyl)phenyl)-2-azaspiro[3.5]non-2-yl)((1s,3s)-3-hydroxy-3-methylcyclobutyl)methanone